ethyl 2-((6-(benzylamino)-3-methyl-2-oxo-2,3-dihydro-1H-benzo[d]imidazol-4-yl)oxy)acetate C(C1=CC=CC=C1)NC=1C=C(C2=C(NC(N2C)=O)C1)OCC(=O)OCC